2-Cyclopropyl-6-(4,4,5,5-tetramethyl-1,3,2-dioxaborolan-2-yl)-1,2,3,4-tetrahydroisoquinoline C1(CC1)N1CC2=CC=C(C=C2CC1)B1OC(C(O1)(C)C)(C)C